ClC=1N=CC2=C(N1)CC(N(C2)C=2C(=NC=C(C2)[N+](=O)[O-])C)=O 2-Chloro-6-(2-methyl-5-nitropyridin-3-yl)-5,8-dihydropyrido[4,3-d]pyrimidin-7(6H)-one